(4-(naphthalen-1-ylmethoxy)benzyl)pyrazin-2-amine C1(=CC=CC2=CC=CC=C12)COC1=CC=C(CC=2C(=NC=CN2)N)C=C1